N[C@H](C(=O)O)[C@H](CC1=CC=C(C=C1)C)C (2S,3S)-2-amino-3-methyl-4-(p-tolyl)butanoic acid